C(C)C1=CC=CC=C1 {4-ethyl}benzene